hexahydrospiro[piperidine-4,7'-pyrrolo[2,1-c][1,4]oxazine]-1-carboxylic acid tert-butyl ester C(C)(C)(C)OC(=O)N1CCC2(CC3COCCN3C2)CC1